(2-amino-5,6-dihydro-4H-cyclopenta[b]thiophen-3-yl)-(2,6-difluorophenyl)methanone NC1=C(C2=C(S1)CCC2)C(=O)C2=C(C=CC=C2F)F